N-(3-(3-heptylthioureido)-4-hydroxyphenyl)-4-(trifluoromethyl)-[1,1'-biphenyl]-4-carboxamide C(CCCCCC)NC(NC=1C=C(C=CC1O)NC(=O)C1(CC=C(C=C1)C1=CC=CC=C1)C(F)(F)F)=S